FC1=C(C=CC=C1)[C@]1(C[C@@H]2[C@H](N(OC2(CC)CC)CC)[C@H](C1)CC)CC |r| rac-(3aR,5R,7S,7aR)-5-(2-fluorophenyl)-1,3,3,5,7-pentaethyloctahydrobenzo[c]isoxazole